N=1C=C(N2C1COCC2)C(=O)N2CC1=C(CC2)C(=CS1)C(=O)NC1=CC(=CC=C1)C(F)(F)F 6-(5,6-dihydro-8H-imidazo[2,1-c][1,4]oxazine-3-carbonyl)-N-(3-(trifluoromethyl)phenyl)-4,5,6,7-tetrahydrothieno[2,3-c]pyridine-3-carboxamide